(R)-1-amino-N-(2,2,2-trifluoroethyl)piperidine-3-carboxamide hydrochloride Cl.NN1C[C@@H](CCC1)C(=O)NCC(F)(F)F